3-sulfanylpentanoate SC(CC(=O)[O-])CC